2-(4-(aminomethyl)-4-methylpiperidin-1-yl)-5-(2,3-dichlorophenyl)-6-methylpyrimidine-4-carbonitrile NCC1(CCN(CC1)C1=NC(=C(C(=N1)C#N)C1=C(C(=CC=C1)Cl)Cl)C)C